[Si](C)(C)(C(C)(C)C)OCCCCOC1=C(C#N)C=C(C=C1Cl)C(C)(C1=CC=C(C=C1)OCC1=NC(=NC=C1)SC)C 2-[4-[tert-butyl(dimethyl)silyl]oxybutoxy]-3-chloro-5-[1-methyl-1-[4-[(2-methylsulfanylpyrimidin-4-yl)methoxy]phenyl]ethyl]benzonitrile